benzyl (2R,3S,5R)-3-((N,N-dimethylsulfamoyl)(4-methoxybenzyl)amino)-2-(hydroxymethyl)-5-methylpyrrolidine-1-carboxylate CN(S(=O)(=O)N([C@@H]1[C@@H](N([C@@H](C1)C)C(=O)OCC1=CC=CC=C1)CO)CC1=CC=C(C=C1)OC)C